Ethyl 3-amino-2-(3-chloro-4-fluoro-phenyl)propionate NCC(C(=O)OCC)C1=CC(=C(C=C1)F)Cl